1-[4-(cyanomethyl)-1-(3,3-difluorocyclobutanecarbonyl)-4-piperidyl]-3-(cyclopropanecarbonylamino)pyrazole-4-carboxamide C(#N)CC1(CCN(CC1)C(=O)C1CC(C1)(F)F)N1N=C(C(=C1)C(=O)N)NC(=O)C1CC1